CC1(OCCCC1)C(N1C[C@@H]2[C@H](C1)CC(C2)NC=2N=NC(=CC2)C2=C(C(=CC(=C2)F)F)F)([2H])[2H] (3aR,5s,6aS)-2-((2-methyltetrahydro-2H-pyran-2-yl)methyl-d2)-N-(6-(2,3,5-trifluorophenyl)pyridazin-3-yl)octahydrocyclopenta[c]pyrrol-5-amine